(4-(4-(1-(2,3-dihydrobenzofuran-6-yl)ethyl)piperazin-1-yl)phenyl)(imino)(methyl)-λ6-sulfanone O1CCC2=C1C=C(C=C2)C(C)N2CCN(CC2)C2=CC=C(C=C2)S(=O)(C)=N